FC1=C(C=C2CN(C(C2=C1)=O)C1C(NC(CC1)=O)=O)CN1CCN(CC1)C1CCN(CC1)C1=CC=C(C=C1)[C@H]1[C@H](COC2=CC(=CC=C12)O)C1=CC=CC=C1 3-(6-fluoro-5-((4-(1-(4-((3S,4R)-7-hydroxy-3-phenylchroman-4-yl)phenyl)piperidin-4-yl)piperazin-1-yl)methyl)-1-oxoisoindolin-2-yl)piperidine-2,6-dione